2-(4-((4-((4-ethoxycyclohexyl)methoxy)-5-fluoropyrimidin-2-yl)amino)-3-methyl-1H-pyrazol-1-yl)-2-methylpropanenitrile C(C)OC1CCC(CC1)COC1=NC(=NC=C1F)NC=1C(=NN(C1)C(C#N)(C)C)C